(E)-4-((4-((E)-3-(3,4-dihydroxyphenyl)acrylamido)butyl)amino)-3-methyl-4-oxobut-2-en-1-yl acetate C(C)(=O)OC\C=C(\C(=O)NCCCCNC(\C=C\C1=CC(=C(C=C1)O)O)=O)/C